[Si](C)(C)(C(C)(C)C)OC1CC(NC2=C(C1)C=C(C=C2)Cl)=O 4-{[tert-butyl(dimethyl)silyl]oxy}-7-chloro-1,3,4,5-tetrahydro-2H-1-benzazepin-2-one